CCC(=O)O.CCC(=O)O.C=CCC 1-butene di(methyl acetate)